N-((3S,4R,5R,6R)-4,5-dihydroxy-6-(hydroxymethyl)tetrahydro-2H-pyran-3-yl)benzamide O[C@@H]1[C@H](CO[C@@H]([C@@H]1O)CO)NC(C1=CC=CC=C1)=O